2-(2,6-Dioxopiperidin-3-yl)-5-(2-hydroxy-6-azaspiro[3.4]oct-6-yl)isoindole-1,3-dione O=C1NC(CCC1N1C(C2=CC=C(C=C2C1=O)N1CC2(CC(C2)O)CC1)=O)=O